NC=1C(=C(C=CC1)C1=NC=CC(=C1Cl)C1=NC(=C(C(=C1)F)CN(C(OC(C)(C)C)=O)C[C@H]1NC(CC1)=O)OC)Cl tert-butyl (S)-((2'-(3-amino-2-chlorophenyl)-3'-chloro-4-fluoro-6-methoxy-[2,4'-bipyridin]-5-yl)methyl)((5-oxopyrrolidin-2-yl)methyl)carbamate